N-methylsulfonamide CNS(=O)=O